C1(=CC=C(C=C1)C(=O)C1=C(C=CC=C1)N(S(=O)(=O)C=C)C)C1=CC=CC=C1 N-(2-([1,1'-biphenyl]-4-carbonyl)phenyl)-N-methylethenesulfonamide